NC=1C(=CC(=C(C1)NC1=NC=C(C(=N1)N1CC(C2=NC=CC=C21)(C)C)C(=O)OC(C)C)OC(F)F)N(C)CCN(C)C isopropyl 2-((5-amino-2-(difluoromethoxy)-4-((2-(dimethylamino)ethyl) (methyl)amino)phenyl)amino)-4-(3,3-dimethyl-2,3-dihydro-1H-pyrrolo[3,2-b]pyridin-1-yl)pyrimidine-5-carboxylate